The molecule is a tetracyclic triterpenoid that is cucurbitadienol in which the side-chain double bond (position 24-25) has undergone formal oxidation to introduce hydroxy groups at positions 24 and 25 (the 24R stereoisomer). It is a biometabolite of mogrosides found in Siraitia grosvenorii. It has a role as an antineoplastic agent. It is a tetracyclic triterpenoid and a hydroxy seco-steroid. It derives from a cucurbitadienol. C[C@H](CC[C@H](C(C)(C)O)O)[C@H]1CC[C@@]2([C@@]1(C[C@H]([C@@]3([C@H]2CC=C4[C@H]3CC[C@@H](C4(C)C)O)C)O)C)C